bis(2,2,2-trifluoroethyl) methyl phosphate P(=O)(OCC(F)(F)F)(OCC(F)(F)F)OC